CC1OC(CN(C1)C(=O)C=1C=C(C=CC1)C1=CC=C(C=C1)C)C (2,6-dimethylmorpholino)(4'-methyl-[1,1'-biphenyl]-3-yl)methanone